(2R,5S)-N-{2-benzyl-2-azaspiro[3.3]heptan-6-yl}-4-(6-fluoro-1,3-benzothiazol-2-yl)-2,5-dimethylpiperazine-1-carboxamide C(C1=CC=CC=C1)N1CC2(C1)CC(C2)NC(=O)N2[C@@H](CN([C@H](C2)C)C=2SC1=C(N2)C=CC(=C1)F)C